potassium histidine salt N[C@@H](CC1=CNC=N1)C(=O)[O-].[K+]